N1=C(C=CC=C1)C=CC1=NN(C2=CC=CC=C12)C1OCCCC1 3-[2-(pyridine-2-yl)vinyl]-1-(tetrahydro-2H-pyran-2-yl)-1H-indazole